CC1(CC(C1)C1=NOC(=C1)N)C 3-(3,3-Dimethylcyclobutyl)isoxazol-5-amine